CC(C(=O)O)(CCC=CCC)C 2,2-dimethyl-5-octenoic acid